[Pb].[Ga].[In] indium gallium lead